CS(=O)(=O)OCC#CC1=C2CN(C(C2=CC=C1)=C=O)C1C(NC(CC1)=C=O)=C=O 3-(2-(2,6-dicarbonylpiperidine-3-yl)-1-carbonylisoindolin-4-yl)prop-2-yn-1-yl methanesulfonate